Br.C(C(C)(C)C)N neopentyl-amine hydrobromide